1-[(4S)-8-chlorochroman-4-yl]-3-[2-(2-pyridyl)thiazol-4-yl]urea ClC=1C=CC=C2[C@H](CCOC12)NC(=O)NC=1N=C(SC1)C1=NC=CC=C1